((R)-4-(azetidin-1-yl)-2,5-dimethyl-5,7-dihydro-6H-pyrrolo[3,4-d]pyrimidin-6-yl)((R)-pyrrolidin-3-yl)methanone bistrifluoroacetate FC(C(=O)O)(F)F.FC(C(=O)O)(F)F.N1(CCC1)C=1C2=C(N=C(N1)C)CN([C@@H]2C)C(=O)[C@H]2CNCC2